C(C)(C)(C)OC(=O)N1CCN(CC1)C1=NC(=CC=C1)C1=CN=C2N1C=C(C=C2)C(F)(F)F 4-[6-[6-(trifluoromethyl)imidazo[1,2-a]pyridin-3-yl]-2-pyridinyl]piperazine-1-carboxylic acid tert-butyl ester